C(C)(=O)SCCOC=1N2C=C(C=C2C(=CC1)Br)C(=O)OCC ethyl 5-[2-(acetylsulfanyl)ethoxy]-8-bromoindolizine-2-carboxylate